BrC1=CC(=C(C=C1)OC)C 4-bromo-1-methoxy-2-methylbenzene